COC(CC1N[C@@H](CC=2C3=CC=CC=C3NC12)C(=O)O)OC (3S)-1-(2,2-dimethoxyeth-1-yl)-2,3,4,9-tetrahydro-β-carboline-3-carboxylic acid